(S)-2-(4-(6-((4-chloro-2,5-difluorobenzyl)oxy)pyridin-2-yl)-2,5-difluorobenzyl)-1-(4,4-dimethyltetrahydrofuran-3-yl)-1H-benzo[d]imidazole-6-carboxylic acid ClC1=CC(=C(COC2=CC=CC(=N2)C2=CC(=C(CC3=NC4=C(N3[C@@H]3COCC3(C)C)C=C(C=C4)C(=O)O)C=C2F)F)C=C1F)F